COC(=O)C1=CC=C2C(C(N(C2=C1)CC1CCN(CC1)C(=O)OC(C)(C)C)=O)(C)C 1-((1-(Tert-Butoxycarbonyl)piperidin-4-yl)methyl)-3,3-dimethyl-2-oxoindoline-6-carboxylic acid methyl ester